ethyl 6-azaspiro[2.5]octane-1-carboxylate hydrochloride Cl.C1(CC12CCNCC2)C(=O)OCC